tert-butyl 6-[cyclopropyl-(2,8-dimethyl-1-oxo-phthalazin-5-yl)amino]-2-azaspiro[3.3]heptane-2-carboxylate C1(CC1)N(C1CC2(CN(C2)C(=O)OC(C)(C)C)C1)C1=C2C=NN(C(C2=C(C=C1)C)=O)C